3-(1-(difluoromethyl)-1H-pyrazol-4-yl)piperidine-1,4-dicarboxylic acid 1-(tert-butyl) ester 4-ethyl ester C(C)OC(=O)C1C(CN(CC1)C(=O)OC(C)(C)C)C=1C=NN(C1)C(F)F